1-((5-chloro-3-fluoro-2-methylpyridin-4-yl)methyl)-3,4-dimethyl-2-oxo-N-(2,4,6-trifluorobenzyl)-1,2,3,4-tetrahydroquinazoline-7-carboxamide ClC=1C(=C(C(=NC1)C)F)CN1C(N(C(C2=CC=C(C=C12)C(=O)NCC1=C(C=C(C=C1F)F)F)C)C)=O